nickel-cobalt sodium manganate [Mn](=O)(=O)([O-])[O-].[Na+].[Co+2].[Ni+2]